tert-butyl N-({1-[7-({8-fluoro-2-methylimidazo[1,2-a]pyridin-6-yl} carbamoyl)-2-methylindazol-4-yl]pyrrolidin-3-yl}methyl)carbamate FC=1C=2N(C=C(C1)NC(=O)C1=CC=C(C3=CN(N=C13)C)N1CC(CC1)CNC(OC(C)(C)C)=O)C=C(N2)C